O1N=C(N=C1)C(=O)N1CCC(CC1)OC=1C=CC=C2C(=NN(C12)C)C1C(NC(CC1)=O)=O 3-(7-((1-(1,2,4-oxadiazole-3-carbonyl)piperidin-4-yl)oxy)-1-methyl-1H-indazol-3-yl)piperidine-2,6-dione